OCCC[Se]CCCO hydroxypropyl selenide